1-[4-hydroxy-6-(1-methyl-1H-pyrazol-4-yl)-3,4-dihydro-2H-quinolin-1-yl]-isoquinoline-3-carboxylic acid methyl ester COC(=O)C=1N=C(C2=CC=CC=C2C1)N1CCC(C2=CC(=CC=C12)C=1C=NN(C1)C)O